C(C)(C)(C)OC(NC1=C(SC(=C1)Br)CO)=O (5-bromo-2-(hydroxymethyl)thiophen-3-yl)carbamic acid tert-butyl ester